(E)-3-((1,5-dithiaspiro[5.5]undecan-7-ylidene)methyl)-1H-indole S1CCCSC12\C(\CCCC2)=C\C2=CNC1=CC=CC=C21